4-mercapto-1-butyltrimethoxysilane SCCCC[Si](OC)(OC)OC